8-[(1R)-1-aminoethyl]-3-(difluoromethyl)-6-fluoro-2-morpholino-quinazolin-4-one N[C@H](C)C=1C=C(C=C2C(N(C(=NC12)N1CCOCC1)C(F)F)=O)F